methyl 3-(cyanomethyl)-6-(3,4,5,6-tetrahydro-2H-pyran-4-yl)benzothiophene-2-carboxylate C(#N)CC1=C(SC2=C1C=CC(=C2)C2CCOCC2)C(=O)OC